({2-[(3-aminopropyl){(1R)-1-[1-benzyl-4-(2,5-difluorophenyl)-1H-pyrrol-2-yl]-2,2-dimethylpropyl}amino]-2-oxoethyl}sulfanyl)-N-[2-(2,5-dioxo-2,5-dihydro-1H-pyrrol-1-yl)ethyl]hexanamide NCCCN(C(CSC(C(=O)NCCN1C(C=CC1=O)=O)CCCC)=O)[C@H](C(C)(C)C)C=1N(C=C(C1)C1=C(C=CC(=C1)F)F)CC1=CC=CC=C1